4-(6-((tert-butyldiphenylsilyl)oxy)-6-methyl-1,4-oxazepan-4-yl)-6-((2,3-dihydro-1H-pyrrolo[2,1-a]isoindol-9b(5H)-yl)methoxy)-N-hydroxy-1,3,5-triazine-2-carboximidamide [Si](C1=CC=CC=C1)(C1=CC=CC=C1)(C(C)(C)C)OC1(CN(CCOC1)C1=NC(=NC(=N1)OCC12N(CC3=CC=CC=C13)CCC2)C(NO)=N)C